2,5-di-formylfurane C(=O)C=1OC(=CC1)C=O